1-(4-((1S,2R,4S)-6-hydroxy-4-methyl-2-phenyl-1,2,3,4-tetrahydronaphthalen-1-yl)phenyl)piperidine-4-carbaldehyde OC=1C=C2[C@H](C[C@H]([C@H](C2=CC1)C1=CC=C(C=C1)N1CCC(CC1)C=O)C1=CC=CC=C1)C